2-ethyl-4-[(1R)-2,2,3-trimethyl-3-cyclopenten-1-yl]-2-buten-1-ol C(C)C(CO)=CC[C@@H]1C(C(=CC1)C)(C)C